((3-((3-(methyl(pyridin-4-yl)amino)propanoyl)oxy)propyl)azanediyl)bis(hexane-6,1-diyl)bis(2-hexyldecanoate) CN(CCC(=O)OCCCN(CCCCCCC(C(=O)[O-])(CCCCCCCC)CCCCCC)CCCCCCC(C(=O)[O-])(CCCCCCCC)CCCCCC)C1=CC=NC=C1